NC([C@H](CCO)N1CCN(CC1)C1=CC2=C(CC(O2)(C)C)C=C1NC(=O)C=1C=NN2C1N=CC=C2)=O (S)-N-(6-(4-(1-amino-4-hydroxy-1-oxobutan-2-yl)piperazin-1-yl)-2,2-dimethyl-2,3-dihydrobenzofuran-5-yl)pyrazolo[1,5-a]pyrimidine-3-carboxamide